[N+](=O)([O-])C1=CNC2=CN=CC=C21 3-nitro-1H-pyrrolo[2,3-c]pyridine